(S,E)-methyl 6-(3-methylbenzofuran-2-carboxamido)-7-oxo-7-(2-oxo-1-(2-oxo-2-((1R,2S,4R)-1,7,7-trimethylbicyclo[2.2.1]heptan-2-ylamino)ethyl)-1,2-dihydropyridin-3-ylamino)hept-2-enoate CC1=C(OC2=C1C=CC=C2)C(=O)N[C@@H](CC/C=C/C(=O)OC)C(NC=2C(N(C=CC2)CC(N[C@@H]2[C@@]1(CC[C@H](C2)C1(C)C)C)=O)=O)=O